2-[2'-hydroxy-5'-(methacryloyloxyethyl)phenyl]-5-nitro-2H-benzotriazole OC1=C(C=C(C=C1)CCOC(C(=C)C)=O)N1N=C2C(=N1)C=CC(=C2)[N+](=O)[O-]